ClC1=C(C=CC(=C1NC=1C(=C2C(N(C=NC2=CC1)C)=O)Cl)F)NS(=O)(=O)N1CC(C(C1)OC)F N-(2-chloro-3-((5-chloro-3-methyl-4-oxo-3,4-dihydroquinazolin-6-yl)amino)-4-fluorophenyl)-3-fluoro-4-methoxypyrrolidine-1-sulfonamide